ClC1=NC(=CC(=C1)N)C1CC1 2-chloro-6-cyclopropyl-pyridin-4-amine